isopentanoic anhydride C(CC(C)C)(=O)OC(CC(C)C)=O